O[C@H](C)C1=CC2=C(N=C(N=C2)NC=2N=NC(=CC2)N2CCNCC2)C(=N1)N1C(CCC1)C(=O)O 1-[6-[(1R)-1-hydroxyethyl]-2-[(6-piperazin-1-ylpyridazin-3-yl)amino]pyrido[3,4-d]pyrimidin-8-yl]pyrrolidine-2-carboxylic acid